NC=1N=C2N(C=C(C=C2)C=2C=C3C(=NC2)NC=C3)C1C(=O)C1=NC=CC=N1 (2-amino-6-(1H-pyrrolo[2,3-b]pyridin-5-yl)imidazo[1,2-a]pyridin-3-yl)(pyrimidin-2-yl)methanone